C1(CCCC1)N1N=CC(=C1)[C@H]1C([C@@H]1C1=CC=C(C=C1)S(=O)(=O)N)(C)C 4-[(1R,3R)-3-(1-cyclopentyl-1H-pyrazol-4-yl)-2,2-dimethylcyclopropyl]benzenesulfonamide